tert-butyl N-[(5-bromo-2-{[(cis)-3-hydroxy-3-methylcyclobutyl]amino}pyridin-3-yl)methyl]carbamate BrC=1C=C(C(=NC1)NC1CC(C1)(C)O)CNC(OC(C)(C)C)=O